7-bromo-5-(1H-imidazol-1-yl)-1H-pyrazolo[3,4-C]pyridine BrC=1N=C(C=C2C1NN=C2)N2C=NC=C2